S([O-])(O)(=O)=O.C(CCC)[N+]1=C(NC=C1)C=C butyl-vinylimidazolium bisulfate